NCC1CN(C=2N(C1)N=CC2CC2=CC=C(C=C2)C(F)(F)F)C(=O)OC(C)(C)C tert-butyl 6-(aminomethyl)-3-(4-(trifluoromethyl) benzyl)-6,7-dihydropyrazolo[1,5-a]pyrimidine-4(5H)-carboxylate